C(C)(=O)N1C(COCC1)C=1N=CN(C1)C1=C(C=C(C=N1)NC(CN1N=C(C=C1C)C(F)(F)F)=O)F N-(6-(4-(4-acetylmorpholin-3-yl)-1H-imidazol-1-yl)-5-fluoropyridin-3-yl)-2-(5-methyl-3-(trifluoromethyl)-1H-pyrazol-1-yl)acetamide